ClC=1C(=NC(=NC1)NC=1N(N=C(C1)C)C)N1C=C(C2=CC(=CC=C12)NC(C=C)=O)C N-[1-[5-chloro-2-[(2,5-dimethylpyrazol-3-yl)amino]-pyrimidin-4-yl]-3-methyl-indol-5-yl]prop-2-enamide